4-Dibutylamino-benzaldehyd C(CCC)N(C1=CC=C(C=O)C=C1)CCCC